FC1=C2C=C(NC2=CC=C1)C(=O)N[C@H](C(=O)NC(CO)CC1C(NCC1)=O)CC(C)C (2S)-2-[(4-fluoro-1H-indol-2-yl)formamido]-N-[1-hydroxy-3-(2-oxopyrrolidin-3-yl)propan-2-yl]-4-methylpentanamide